C(=O)(O)C12CCC(CC1)(CC2)C(=O)NC2=CC=C(N=N2)C=2CCNCC2 4-{6-[(4-carboxy-bicyclo[2.2.2]octane-1-carbonyl)-amino]-pyridazin-3-yl}-3,6-dihydro-2H-pyridine